2-oxoacetic acid dihydrochloride Cl.Cl.O=CC(=O)O